(R)-4-(4-((6-oxo-4-phenylpyrimidin-1(6H)-yl)methyl)piperidine-1-carbonyl)-3-phenylpiperazine-1-carboxylic acid tert-butyl ester C(C)(C)(C)OC(=O)N1C[C@H](N(CC1)C(=O)N1CCC(CC1)CN1C=NC(=CC1=O)C1=CC=CC=C1)C1=CC=CC=C1